COCCOC(=O)C1=CN(C2=CC(=C(C=C2C1=O)F)Cl)C1CC1 7-chloro-1-cyclopropyl-6-fluoro-4-oxo-1,4-dihydroquinoline-3-carboxylic acid-2-Methoxyethyl ester